C1NCC12OCCN(C2)C=2C1=C(NC(N2)=O)N=CC=C1 4-(5-oxa-2,8-diazaspiro[3.5]nonan-8-yl)pyrido[2,3-d]pyrimidin-2(1H)-one